6-bromo-1-chloro-3-methylisoquinoline BrC=1C=C2C=C(N=C(C2=CC1)Cl)C